3-(3-(2-fluorophenyl)-4-thiazolinonyl)-N-(4-phenylbutyl)benzamide FC1=C(C=CC=C1)N1C(SC=C1C=1C=C(C(=O)NCCCCC2=CC=CC=C2)C=CC1)=O